C(=O)(OC(C)(C)C)N[C@@H]([C@H](O)C)C(=O)O (Boc)-L-threonine